CN(C1CC(CCC1)=O)C 3-(dimethylamino)cyclohexane-1-one